S(=O)(=O)(O)O.S1C(CCCC1)C1(SCCCC1)C1SCCCC1 terthian sulfate